CC1CN(CC(N1)C=1C=NNC1C)C1=NC(=NC=C1)C1=CN=C2N1C=C(N=C2)C(F)(F)F 3-(4-(3-Methyl-5-(5-methyl-1H-pyrazol-4-yl)piperazin-1-yl)pyrimidin-2-yl)-6-(trifluoromethyl)imidazo[1,2-a]pyrazine